N-[1-[3-chloro-5-[(7R)-6-[2-chloro-3-(5-cyano-1H-pyrrol-3-yl)-5-fluoro-benzoyl]-2,7-dimethyl-5,7-dihydro-4H-pyrazolo[3,4-c]pyridin-3-yl]phenyl]cyclopropyl]methanesulfonamide ClC=1C=C(C=C(C1)C=1N(N=C2[C@H](N(CCC21)C(C2=C(C(=CC(=C2)F)C2=CNC(=C2)C#N)Cl)=O)C)C)C2(CC2)NS(=O)(=O)C